(S)-5-((4-((2-hydroxy-1-phenylethyl)amino)-5-(3-(pyridin-4-yl)-1,2,4-oxadiazol-5-yl)pyrimidin-2-yl)amino)-3,3-dimethylisoindolin-1-one OC[C@H](C1=CC=CC=C1)NC1=NC(=NC=C1C1=NC(=NO1)C1=CC=NC=C1)NC=1C=C2C(NC(C2=CC1)=O)(C)C